2-(but-2-yn-1-yl)-7-((2S,5R)-2,5-diethyl-4-(1-(2-methylbenzo[d]thiazol-6-yl)ethyl)piperazin-1-yl)-4-methyl-2,4-dihydro-5H-pyrazolo[4,3-b]pyridin-5-one C(C#CC)N1N=C2C(N(C(C=C2N2[C@H](CN([C@@H](C2)CC)C(C)C2=CC3=C(N=C(S3)C)C=C2)CC)=O)C)=C1